3-(3-dimethylamino-propionyl)-5-methyl-7-benzyloxycoumarin CN(CCC(=O)C=1C(OC2=CC(=CC(=C2C1)C)OCC1=CC=CC=C1)=O)C